4-Nitroanisole [N+](=O)([O-])C1=CC=C(C=C1)OC